F[B-](F)(F)F.F[B-](F)(F)F.FN1C(C=CC=C1)=C1N(C=CC=C1)F 1,1'-difluoro-2,2'-bipyridyl bis(tetrafluoroborate)